BrC=1C=C(C2=C(N(C(=N2)[C@H](C)O)C(C)(C)C)C1)F (1S)-1-(6-bromo-1-tert-butyl-4-fluoro-1H-benzimidazol-2-yl)ethan-1-ol